1-(4-((2-ethyl-4-phenylthiazol-5-yl)oxy)pyridin-2-yl)-N4-(2-(4-ethylpropylpiperazine-1-yl)ethyl)benzene-1,4-diamine C(C)C=1SC(=C(N1)C1=CC=CC=C1)OC1=CC(=NC=C1)C1(CC=C(C=C1)NCCN1C(CN(CC1)CC)CCC)N